COC(C1=CC=C(C=C1)C1=NC2=C(N1C(C1=CC=CC=C1)C(NC(C)C)=O)C=CC=C2)=O 4-[1-(isopropylcarbamoyl-phenyl-methyl)-1H-benzimidazol-2-yl]-benzoic acid methyl ester